C(C)OC(=O)C=1N=C(NC1C1=CC=CC=C1)C1=CC=CC=C1 2,5-diphenyl-1H-imidazole-4-carboxylic acid ethyl ester